ethylene glycol isocyanate [N-]=C=O.C(CO)O